N-(5-(4-(5-chloro-4-fluoro-2-(2-hydroxypropan-2-yl)phenylamino)-1,3,5-triazin-2-ylamino)-2-((3S,4R)-3-(dimethylamino)-4-fluoropyrrolidin-1-yl)-4-methoxyphenyl)acrylamide ClC=1C(=CC(=C(C1)NC1=NC(=NC=N1)NC=1C(=CC(=C(C1)NC(C=C)=O)N1C[C@@H]([C@@H](C1)F)N(C)C)OC)C(C)(C)O)F